ClC1=CC=C(C=C1)C1=NC2=CC=C3C(=C2C=2CCCCC12)C=CN3 7-(4-chlorophenyl)-8,9,10,11-tetrahydro-3H-pyrrolo[3,2-a]phenanthridine